FC(C=1C=C(C=CC1)C1=CN=C2N1N=C(C=C2)NC2CC1(C2)CN(CC1)C(=O)OC(C)(C)C)(F)F tert-butyl 2-[[3-[3-(trifluoromethyl) phenyl] imidazo[1,2-b]pyridazin-6-yl] amino]-6-azaspiro[3.4]octane-6-carboxylate